2-(4-methyl-2H-1,2,3-triazol-2-yl)benzoic acid CC1=NN(N=C1)C1=C(C(=O)O)C=CC=C1